3a-Hydroxy-1-[4-(morpholin-4-yl)phenyl]-1H,2H,3H,3aH,4H-pyrrolo[2,3-b]1,7-naphthyridine-4-one OC12C(=NC3=CN=CC=C3C1=O)N(CC2)C2=CC=C(C=C2)N2CCOCC2